O=C1NC(CC[C@H]1N1C(C2=CC(=C(C=C2C1=O)NC1CC(C1)NC(C1=NC=C(C=C1)N1CCN(CC1)CC=1C=NC=2C=C(C(NC2C1)=O)CC)=O)F)=O)=O N-((1r,3r)-3-((2-(2,6-dioxopiperidin-3-yl)-6-fluoro-1,3-dioxoisoindolin-5-yl)amino)cyclobutyl)-5-(4-((7-ethyl-6-oxo-5,6-dihydro-1,5-naphthyridin-3-yl)methyl)piperazin-1-yl)picolinamide